1-methyloctahydro-1H-cyclopenta[B]pyridine CN1C2C(CCC1)CCC2